2-ethylhydrazinecarboxylic acid methyl ester COC(=O)NNCC